C(#N)C1CC2(C1)C[C@H](N(CC2)CC2=C1C=CNC1=C(C=C2OC)C)C2=CC=C(C(=O)NC(C)C1COC1)C=C2 4-((2R,4s,6S)-2-cyano-7-((5-methoxy-7-methyl-1H-indol-4-yl)methyl)-7-azaspiro[3.5]nonan-6-yl)-N-(1-(oxetan-3-yl)ethyl)benzamide